C(C)(C)(C)OC(=O)N1CC(CC1)CO 3-(hydroxymethyl)pyrrolidine-1-carboxylic acid (R)-tert-butyl ester